FC=1C=C(C=C(C1)CC1=CN=C(N1)C1=C(C=CC(=C1)OC=1C(=C2C=CNC2=CC1F)C)F)CCC(=O)O 3-(3-fluoro-5-((2-(2-fluoro-5-((6-fluoro-4-methyl-1H-indol-5-yl)oxy)phenyl)-1H-imidazol-5-yl)methyl)phenyl)propanoic acid